2-(4,4-difluorocyclohexylamino)-4-((1R,3R,4R)-3-hydroxy-4-methylcyclohexylamino)pyrimidine-5-carboxamide FC1(CCC(CC1)NC1=NC=C(C(=N1)N[C@H]1C[C@H]([C@@H](CC1)C)O)C(=O)N)F